CCCCC/C=C/C=C/1\\[C@H](C=CC1=O)C/C=C\\CCCC(=O)[O-] The molecule is a prostaglandin carboxylic acid anion that is the conjugate base of 15-deoxy-Delta(12,14)-prostaglandin J2. obtained by deprotonation of the carboxy group; major species at pH 7.3. It is a conjugate base of a 15-deoxy-Delta(12,14)-prostaglandin J2.